(tert-butyl)-N-(naphthalen-1-yl)pyrazolo[1,5-a]quinazolin-5-amine C(C)(C)(C)C1=NN2C(N=C(C3=CC=CC=C23)NC2=CC=CC3=CC=CC=C23)=C1